COC(=O)C1=C(O[Al](OC2=C(C=CC(=C2)C)C(=O)OC)OC2=C(C=CC(=C2)C)C(=O)OC)C=C(C=C1)C tris[2-(methoxycarbonyl)-5-methylphenoxy]aluminum